ClC=1C=C(C(=O)N2CC=3C(=NN4C3C(N(C[C@H]4CO)C(C)C=4C=NC(=CC4)N4C(CCC4)=O)=O)C[C@H]2C)C=CC1Cl (3R,7S)-2-(3,4-dichlorobenzoyl)-7-(hydroxymethyl)-3-methyl-9-(1-(6-(2-oxopyrrolidin-1-yl)pyridin-3-yl)ethyl)-1,2,3,4,8,9-hexahydropyrido[4',3':3,4]pyrazolo[1,5-a]pyrazin-10(7H)-one